1-methyl-5-[(2R,4S)-4-[7-methyl-6-(3-methyl-1,2,4-oxadiazol-5-yl)-4-[3-(trifluoromethyl)-1-bicyclo[1.1.1]pentanyl]pyrido[2,3-d]pyrimidin-2-yl]tetrahydropyran-2-yl]pyridin-2-one CN1C(C=CC(=C1)[C@@H]1OCC[C@@H](C1)C=1N=C(C2=C(N1)N=C(C(=C2)C2=NC(=NO2)C)C)C21CC(C2)(C1)C(F)(F)F)=O